CN1CCN(CC1)C1=CC2=C(N=C(S2)C(=O)OCC)C=C1 ethyl 6-(4-methylpiperazin-1-yl)benzo[d]thiazole-2-carboxylate